Methyl 2-((2-(((tert-butoxycarbonyl)(2-(6-methoxy-3-nitropyridin-2-yl)ethyl)-amino)methyl)-3-(difluoromethoxy)phenyl)amino)-4,5-difluorobenzoate C(C)(C)(C)OC(=O)N(CCC1=NC(=CC=C1[N+](=O)[O-])OC)CC1=C(C=CC=C1OC(F)F)NC1=C(C(=O)OC)C=C(C(=C1)F)F